C(CCCCC)C1=C(C=CC(=C1)CBr)O hexyl-4-bromomethylphenol